ClC=1C=C(C=CC1)N1N=NC2=C1C=CC(=C2)C(=O)OC methyl 1-(3-chlorophenyl)-1H-benzo[d][1,2,3]triazole-5-carboxylate